(S)-4-(11-(3-Aminopyrrolidin-1-yl)-7,8,9,10-tetrahydro-6H-cyclohepta[b]quinolin-2-yl)-N-(4-(methylsulfonyl)phenyl)pyridin-2-amine hydrochloride Cl.N[C@@H]1CN(CC1)C1=C2C(=NC3=CC=C(C=C13)C1=CC(=NC=C1)NC1=CC=C(C=C1)S(=O)(=O)C)CCCCC2